tert-butyl (2S,3R,6R)-2,6-dimethyl-3-(((3-methyl-5-(trifluoromethyl)pyridin-2-yl)amino)methyl)morpholine-4-carboxylate C[C@H]1[C@H](N(C[C@H](O1)C)C(=O)OC(C)(C)C)CNC1=NC=C(C=C1C)C(F)(F)F